Quinolinemalononitrile C1=CC=C2C(=C1)C=CC(=N2)C(C#N)C#N